C(CCCCCCCCCCCC)OC(=O)CC(C(CC(=O)O)C(=O)O)C(=O)OCCCCCCCCCCCCC.NC1CCN(CC1)C=1C=CC(=NC1)C(=O)NC=1SC=C(N1)C1=C(C=CC=C1)Cl 5-(4-aminopiperidin-1-yl)-N-(4-(2-chlorophenyl)thiazol-2-yl)picolinamide di(tridecyl)-1,2,3,4-butanetetracarboxylate